(R)-N-(4-Fluoro-2-methoxy-5-((5-(trifluoromethyl)pyridin-2-yl)oxy)phenyl)-1-methyl-5-oxopyrrolidine-2-carboxamide FC1=CC(=C(C=C1OC1=NC=C(C=C1)C(F)(F)F)NC(=O)[C@@H]1N(C(CC1)=O)C)OC